[N+](=O)([O-])C1=CC=C(OC(=O)OCC2=CC=C(C=C2)NC(O[C@@H]2[C@H](CCCC2)SSC2=NC=CC=C2)=O)C=C1 (1S,2S)-2-(pyridin-2-yldisulfaneyl)cyclohexyl (4-((((4-nitrophenoxy)carbonyl) oxy)methyl)phenyl)carbamate